COC(=O)C1=C(C2=C(NC(C1)=O)C=CC(=C2)F)O Methyl-7-fluoro-5-hydroxy-2-oxo-2,3-dihydro-1H-benzo[b]azepine-4-carboxylate